di-neopentyl 2,3-diisopentylsuccinate C(CC(C)C)C(C(=O)OCC(C)(C)C)C(C(=O)OCC(C)(C)C)CCC(C)C